1-(5-chloro-2-methoxyphenyl)-6-(pyrazolo[1,5-a]pyrimidin-3-yl)-1H-pyrazolo[4,3-c]pyridin-4-amine ClC=1C=CC(=C(C1)N1N=CC=2C(=NC(=CC21)C=2C=NN1C2N=CC=C1)N)OC